C(C)C=1C(C2=C(C=CC=C2C1)C1=CC=CC=C1)N(S(=O)(=O)C1=CC=CC=C1)C1C(=CC2=CC=CC(=C12)C1=CC=CC=C1)CC N,N-bis(2-ethyl-7-phenyl-1H-indenyl)benzenesulfonamide